Ethyl 6-methyl-3-[1-[6-methyl-2-(2-methylimidazo[1,2-a]pyridin-6-yl)-4-oxo-chromen-8-yl]ethylamino]pyridine-2-carboxylate CC1=CC=C(C(=N1)C(=O)OCC)NC(C)C=1C=C(C=C2C(C=C(OC12)C=1C=CC=2N(C1)C=C(N2)C)=O)C